N,N-distearyl-4-Methylbenzotriazole-1-methylamine C(CCCCCCCCCCCCCCCCC)N(CN1N=NC2=C1C=CC=C2C)CCCCCCCCCCCCCCCCCC